COC(C(C)(C1=C(C=CC=C1)Cl)C)=O methyl-2-(2-chloro-phenyl)-propionic acid methyl ester